(S)-2-((tert-butyldiphenylsilyl)oxy)-3-((4-methoxybenzyl)oxy)propanal [Si](C1=CC=CC=C1)(C1=CC=CC=C1)(C(C)(C)C)O[C@H](C=O)COCC1=CC=C(C=C1)OC